tert-butyl N-[(1s,4s)-4-{5-hydroxy-7-oxo-2-sulfanylpyrido[2,3-d]pyrimidin-8-yl}cyclohexyl]carbamate OC1=CC(N(C=2N=C(N=CC21)S)C2CCC(CC2)NC(OC(C)(C)C)=O)=O